(2S,3S)-2-hydroxy-3-p-methoxybenzamido-3-phenylpropionic acid ethyl ester C(C)OC([C@H]([C@H](C1=CC=CC=C1)NC(C1=CC=C(C=C1)OC)=O)O)=O